2-phenyl-N-(piperidin-4-yl)-1H-indol-7-amine C1(=CC=CC=C1)C=1NC2=C(C=CC=C2C1)NC1CCNCC1